(2R)-N-[3,7-difluoro-2-[[2-[(5R)-2-oxo-3-(3-oxo-4H-pyrazino[2,3-b][1,4]oxazin-6-yl)oxazolidin-5-yl]ethylamino]methyl]indan-5-yl]-2-(dimethylamino)propanamide FC1C(CC2=C(C=C(C=C12)NC([C@@H](C)N(C)C)=O)F)CNCC[C@@H]1CN(C(O1)=O)C1=NC2=C(OCC(N2)=O)N=C1